ClC=1C=C(C=C(C1OC1=CC2=C(NC(N2C(C)C)=O)C=C1)Cl)NC(=O)C1=NOC(N1)=O N-(3,5-dichloro-4-((3-isopropyl-2-oxo-2,3-dihydro-1H-benzo[d]imidazol-5-yl)oxy)phenyl)-5-oxo-4,5-dihydro-1,2,4-oxadiazole-3-carboxamide